3-(1-(dimethylamino)-2,3-dihydro-1H-inden-5-yl)6-((4-hydroxy-1-((R)-3-phenylbutyryl)piperidin-4-yl)methyl)-2-methyl-2,6-dihydro-7H-pyrazolo[4,3-d]pyrimidin-7-one CN(C1CCC2=CC(=CC=C12)C=1N(N=C2C1N=CN(C2=O)CC2(CCN(CC2)C(C[C@@H](C)C2=CC=CC=C2)=O)O)C)C